pyrazolesulfonic acid N1N=C(C=C1)S(=O)(=O)O